lauryl amino diacetate potassium [K].C(C)(=O)OCCCCCCCCCCCC.C(C)(=O)ON